3-(2-methoxyethoxy)cyclopentan-1-amine COCCOC1CC(CC1)N